8-fluoro-7-hydroxymethyl-3-methylquinolin-2(1H)-one FC=1C(=CC=C2C=C(C(NC12)=O)C)CO